C1=C2C(=CC3=C1C(=O)OC3=O)C(=O)OC2=O pyromellitic Dianhydride